tetracyclo[18.2.2.02,7.012,17]tetracosane C12C3CCCCC3CCCCC3CCCCC3CCC(CC1)CC2